C(#N)C=1C=NC(=C(C(=O)NC2=CC(=NC=C2)[S@](=O)(C)=NC(OC(C)(C)C)=O)C1C)N1CCC(CCC1)(F)F tert-butyl (R)-((4-(5-cyano-2-(4,4-difluoroazepan-1-yl)-4-methylnicotinamido)pyridin-2-yl)(methyl)(oxo)-λ6-sulfaneylidene)carbamate